4-amino(3-methylbutyl)methyldiethoxysilane NCC(CC[Si](OCC)(OCC)C)C